3-(6-chloropyridin-2-yl)-N-(1-(4-methoxybenzyl)-4-oxo-4,5-dihydro-1H-pyrazolo[4,3-c][1,7]naphthyridin-3-yl)propanamide ClC1=CC=CC(=N1)CCC(=O)NC1=NN(C2=C1C(NC=1C=NC=CC21)=O)CC2=CC=C(C=C2)OC